tert-Butyl 4-(5-(4-(N-((1r,4r)-4-(quinazolin-2-ylamino)cyclohexyl)acetamido)phenyl)pyridin-2-yl)piperazine-1-carboxylate N1=C(N=CC2=CC=CC=C12)NC1CCC(CC1)N(C(C)=O)C1=CC=C(C=C1)C=1C=CC(=NC1)N1CCN(CC1)C(=O)OC(C)(C)C